2,2,2-trifluoro-N-methyl-ethanamine FC(CNC)(F)F